[N+](=O)([O-])C1=CC(=CC=C1)[N+](=O)[O-] anti-1,3-Dinitrobenzene